2-methyl-3-(((6-methyl-4-(methylthio)-2-oxo-1,2-dihydropyridin-3-yl)methyl)carbamoyl)-1H-pyrrole CC=1NC=CC1C(NCC=1C(NC(=CC1SC)C)=O)=O